C(#N)C1=CC(=C(OCC2=NC=CC(=N2)OC2=CC(=C(C=C2)CC2=NC3=C(N2CC2(CC2)CC#N)C=C(C=C3)C(=O)O)F)C=C1)F 2-{[4-({2-[(4-cyano-2-fluorophenoxy)methyl]pyrimidin-4-yl}oxy)-2-fluorophenyl]methyl}-1-{[1-(cyanomethyl)cyclopropyl]methyl}-1H-1,3-benzodiazole-6-carboxylic acid